C(#C)C1CN(C1)CC(=O)N 2-(3-ethynylazetidine-1-yl)acetamide